3-Ethyl-2-methyl-N-(2-(piperidin-1-yl)ethyl)-1H-indole-5-carboxamide C(C)C1=C(NC2=CC=C(C=C12)C(=O)NCCN1CCCCC1)C